O1N=CC2=C1C(=CC=C2)OC2CC1(C(N3[C@H](O1)CC[C@H]3C3=CC=CC=C3)=O)C2 (5'S,7a'R)-3-[(1,2-benzoxazol-7-yl)oxy]-5'-phenyltetrahydro-3'H-spiro[cyclobutane-1,2'-pyrrolo[2,1-b][1,3]oxazol]-3'-one